ClC1=CC=C(CN2C(C3=C(C=4C=CC=NC24)CCN(C3)C(=O)OC(C)(C)C)=O)C=C1 tert-butyl 6-(4-chlorobenzyl)-5-oxo-1,4,5,6-tetrahydropyrido[3,4-c][1,8]naphthyridine-3(2H)-carboxylate